N1(C(C=CC=C1)=O)C1=NC=CC=C1 2H-(1,2'-BIPYRIDIN)-2-ONE